O=C1OC2(C=3C1=NC=CC3)CCC(CC2)C(=O)N[C@@H](CCCCCC(CC)=O)C=2NC(=CN2)C2=CC=CC=C2 (1S,4r)-7'-Oxo-N-((S)-7-oxo-1-(5-phenyl-1H-imidazol-2-yl)nonyl)-7'H-spiro[cyclohexan-1,5'-furo[3,4-b]pyridin]-4-carboxamid